7-(8-chloro-1-naphthyl)-N-[2-[(E)-3-(3-fluoroazetidin-1-yl)prop-1-enyl]sulfonylethyl]-N-methyl-2-[[(2S)-1-methylpyrrolidin-2-yl]methoxy]-6,8-dihydro-5H-pyrido[3,4-d]pyrimidin-4-amine ClC=1C=CC=C2C=CC=C(C12)N1CC=2N=C(N=C(C2CC1)N(C)CCS(=O)(=O)\C=C\CN1CC(C1)F)OC[C@H]1N(CCC1)C